COC(CCC=1C(=NC(=CC1C1=C(C=C(C=C1)F)F)Cl)Cl)=O 3-(2,6-dichloro-4-(2,4-difluorophenyl)pyridin-3-yl)propionic acid methyl ester